FC(OC1=C(C=CC=C1)P(N(P(C1=CC(=CC=C1)[Si](CCCC)(CCCC)CCCC)C1=CC(=CC=C1)[Si](CCCC)(CCCC)CCCC)C(C)C)C1=C(C=CC=C1)OC(F)(F)F)(F)F N-(bis(2-(trifluoromethoxy)phenyl)phosphaneyl)-N-isopropyl-1,1-bis(3-(tributylsilyl)phenyl)phosphanamine